BrC=1C=C(C=CC1F)NC(=NO)C1=NON=C1SC1CN(C1)S(=O)(=O)N N-(3-bromo-4-fluorophenyl)-N'-hydroxy-4-((1-aminosulfonylazetidin-3-yl)thio)-1,2,5-oxadiazole-3-carboxamidine